(5,5-dioxido-4H-thieno[3,2-c]thiochromen-2-yl)(4-hexylpiperazin-1-yl)methanone O=S1(CC2=C(C=3C=CC=CC13)SC(=C2)C(=O)N2CCN(CC2)CCCCCC)=O